4-(4,6-diamino-1,3,5-triazin-2-yl)benzonitrile NC1=NC(=NC(=N1)N)C1=CC=C(C#N)C=C1